4-(trifluoromethyl)benzohydrazide FC(C1=CC=C(C(=O)NN)C=C1)(F)F